7-chloro-N-[6-(2,2-difluoroethoxy)-5-fluoro-2-methoxy-3-pyridyl]-1-(methylamino)isoquinoline-4-sulfonamide ClC1=CC=C2C(=CN=C(C2=C1)NC)S(=O)(=O)NC=1C(=NC(=C(C1)F)OCC(F)F)OC